1-(5-tert-butyl-isoxazol-3-yl)-3-[4-(5-trifluoromethyl-benzoimidazol-1-yl)-phenyl]-urea C(C)(C)(C)C1=CC(=NO1)NC(=O)NC1=CC=C(C=C1)N1C=NC2=C1C=CC(=C2)C(F)(F)F